COC1=C(C(=CC(=C1)OC)OC)C(C=CC1=CC=C(C(=O)O)C=C1)=O 4-[3-(2,4,6-Trimethoxyphenyl)-3-oxo-1-propenyl]benzoic acid